ClC=1C=C2C=C(C(N(C2=CC1)C)C(F)(F)F)C(=O)O 6-chloro-1,2-dihydro-1-methyl-2-trifluoromethyl-3-quinolinecarboxylic acid